(R)-1-(3-Fluorophenyl)-2-((2-((1r,4R)-4-methoxycyclohexyl)ethyl)amino)-ethan-1-ol FC=1C=C(C=CC1)[C@H](CNCCC1CCC(CC1)OC)O